C1(CCC1)OC1=C(C=C(C=C1)C(C)C)S(=O)(=O)NC(=O)C=1OC2=C(C1)C(=CC(=C2)C2CC2)F N-[(2-Cyclobutoxy-5-isopropylphenyl)sulfonyl]-6-cyclopropyl-4-fluorobenzofuran-2-carboxamide